3-chloro-7-(3-methoxypropyl)-7H-pyrrolo[2,3-c]pyridazine ClC1=CC2=C(N=N1)N(C=C2)CCCOC